benzyl 4-hydroxy-2-phenylpiperidine-1-carboxylate OC1CC(N(CC1)C(=O)OCC1=CC=CC=C1)C1=CC=CC=C1